Natrium Propionat C(CC)(=O)[O-].[Na+]